4-(9-(3,4-difluorophenyl)-3,9-diazaspiro[5.5]undecane-3-carbonyl)-6-nitroquinoline FC=1C=C(C=CC1F)N1CCC2(CCN(CC2)C(=O)C2=CC=NC3=CC=C(C=C23)[N+](=O)[O-])CC1